N1(CCC[C@H]2CCCC[C@H]12)C([C@@H](CCNCC(F)F)N(CC1=C(C=C(C=C1)OC)OC)C1CC1)=O (2R)-1-[(4aR,8aS)-3,4,4a,5,6,7,8,8a-Octahydro-2H-quinolin-1-yl]-2-[cyclopropyl-[(2,4-dimethoxyphenyl)methyl]amino]-4-(2,2-difluoroethylamino)butan-1-one